N[C@H](C(=O)O)CC1=CC(=CC=C1)O (S)-2-amino-3-(3-hydroxyphenyl)propanoic acid